1-(5-bromo-2-methoxypyridin-3-yl)ethan-1-one tert-butyl-5-methyl-6-oxo-1,3-dihydropyrrolo[3,4-c]pyridine-2-carboxylate C(C)(C)(C)OC(=O)N1CC2=CN(C(C=C2C1)=O)C.BrC=1C=C(C(=NC1)OC)C(C)=O